2-(2-mercaptoethylthio)-3-(2-(2-[3-mercapto-2-(2-mercaptoethylthio)-propylthio]ethylthio)ethylthio)propane-1-thiol SCCSC(CS)CSCCSCCSCC(CS)SCCS